((3-(3-bromophenyl)oxetan-3-yl)methyl)-4-(difluoromethyl)-4H-1,2,4-triazole BrC=1C=C(C=CC1)C1(COC1)CC1=NN=CN1C(F)F